ClC1=C(C=CC=C1)N1C(=NC(=C1)C(=O)NS(=O)(=O)C1=C(C=CC=C1)Cl)C 1-(2-chlorophenyl)-N-[(2-chlorophenyl)sulfonyl]-2-methyl-1H-imidazole-4-carboxamide